C(C)C=1C=CC(=C(C1)CC(=O)O)NC1=C(C(=CC(=C1F)F)F)F {5-Ethyl-2-[(2,3,5,6-tetrafluorophenyl)amino]phenyl}acetic acid